2-(2-((2-(2,6-dioxopiperidin-3-yl)-1-oxoisoindolin-4-yl)amino)ethoxy)propionic acid O=C1NC(CCC1N1C(C2=CC=CC(=C2C1)NCCOC(C(=O)O)C)=O)=O